ClC=1C=C(C=NC1N1N=CC=N1)NC(=O)NC1=C(C=2N(N=C1)C=C(N2)C)C(C)(C)OC N-(5-chloro-6-(2H-1,2,3-triazol-2-yl)pyridin-3-yl)-N'-(8-(2-methoxypropan-2-yl)-2-methylimidazo[1,2-b]pyridazin-7-yl)urea